FC1=C(C(=O)NC2=CC(=CC=C2)[S@@](=O)(=NC(CNC)=O)C)C(=CC=C1C(F)(F)F)OC=1C(=NC(=CC1)F)C (R)-2-fluoro-6-((6-fluoro-2-methylpyridin-3-yl)oxy)-N-(3-(S-methyl-N-(methylglycyl)sulfonimidoyl)phenyl)-3-(trifluoromethyl)benzamide